dihydroxybenzene potassium [K].OC1=C(C=CC=C1)O